Diallyl-Ammonium tert-butyl-(3R)-3-[[2-(5-ethoxy-5-oxo-pent-1-ynyl)thieno[3,2-c]pyridin-4-yl]-[2-fluoro-4-(5-methyl-1,3,4-thiadiazol-2-yl)benzoyl]amino]piperidine-1-carboxylate C(C)(C)(C)OC(=O)N1C[C@@H](CCC1)N(C(C1=C(C=C(C=C1)C=1SC(=NN1)C)F)=O)C1=NC=CC2=C1C=C(S2)C#CCCC(=O)OCC.C(C=C)[NH2+]CC=C